3-chloro-2-butenyl-4-chlorodithiobenzoate ClC=1C(=C(C(=S)[S-])C=CC1Cl)C=CCC